N-[[trans-4-[[(4-Amino-2-quinazolinyl)amino]methyl]cyclohexyl]methyl]-1-naphthalenesulfonamide NC1=NC(=NC2=CC=CC=C12)NC[C@@H]1CC[C@H](CC1)CNS(=O)(=O)C1=CC=CC2=CC=CC=C12